1-hydroxy-6-(2,4,4-trimethylpentyl)-pyridin-2-one ON1C(C=CC=C1CC(CC(C)(C)C)C)=O